OCCN1CCN(CC1)CCCC(=O)OCC1=CC=C(C=C1)C1=CC(=CC(=C1)CCCCCCCCCCCCCCC)OCCCCCCCCCC (3'-(decyloxy)-5'-pentadecyl-[1,1'-biphenyl]-4-yl)methyl 4-(4-(2-hydroxyethyl)piperazin-1-yl)butanoate